Ethyl 4-({[(1Z)-amino(3-methyl-5-nitropyridin-2-yl)methylene]amino}oxy)-4-oxobutanoate N\C(\C1=NC=C(C=C1C)[N+](=O)[O-])=N/OC(CCC(=O)OCC)=O